CCCCCOC1=CC=C(C=C1)C2=CC=C(C=C2)C3=CC=C(C=C3)C(=O)N[C@H]4C[C@H]([C@H](NC(=O)[C@@H]5[C@H]([C@H](CN5C(=O)[C@@H](NC(=O)[C@@H](NC(=O)[C@@H]6C[C@H](CN6C(=O)[C@@H](NC4=O)[C@@H](C)O)O)[C@@H]([C@H](C7=CC=C(C=C7)O)O)O)[C@@H](C)O)C)O)O)O The molecule is a semisynthetic echinocandin anti-fungal drug. It is active against Aspergillus and Candida species and is used for the treatment of invasive candidiasis. It is an azamacrocycle, a heterodetic cyclic peptide, a semisynthetic derivative, an echinocandin and an antibiotic antifungal drug.